(1R,2S,5S)-N-[(1S)-1-cyano-2-[(3S)-2-oxopyrrolidin-3-yl]ethyl]-3-(imidazo[1,2-a]pyridine-6-carbonyl)-6,6-dimethyl-3-azabicyclo[3.1.0]hexane-2-carboxamide C(#N)[C@H](C[C@H]1C(NCC1)=O)NC(=O)[C@@H]1[C@H]2C([C@H]2CN1C(=O)C=1C=CC=2N(C1)C=CN2)(C)C